FC1=CC(=C(C=C1C1=NN(C=C1)C)O)C1=NC=C(N=C1)N(C)[C@H]1[C@H]([C@@]2(CC[C@](C1)(N2)C)C)F 4-fluoro-2-(5-{[(1S,2R,3R,5R)-2-fluoro-1,5-dimethyl-8-azabicyclo[3.2.1]octan-3-yl](methyl)amino}pyrazin-2-yl)-5-(1-methyl-1H-pyrazol-3-yl)phenol